2-bromo-6-methylpyridine-3-acetate BrC1=NC(=CC=C1CC(=O)[O-])C